COC(=O)C=1N=C(C2=C(N1)CNCC2)N2C[C@@H](N(CC2)C(=O)OCC2=CC=CC=C2)CC#N (S)-4-(4-((benzyloxy)carbonyl)-3-(cyanomethyl)piperazin-1-yl)-5,6,7,8-tetrahydropyrido[3,4-d]pyrimidine-2-carboxylic acid methyl ester